4,5-diisocyanato-1,3-dithiacyclopentane N(=C=O)C1SCSC1N=C=O